2-phenyl-4-naphthyl-6-(4,4,5,5-tetramethyl-1,3,2-dioxaborolan-2-yl)-pyrimidine C1(=CC=CC=C1)C1=NC(=CC(=N1)C1=CC=CC2=CC=CC=C12)B1OC(C(O1)(C)C)(C)C